COC=1C=C(C=CC1)C(=O)O 3-methoxyphenyl-carboxylic acid